Cl.FC(N1N=CC(=C1)C=1C=C(C=CC1)S(=O)(=O)N1C=C(C=C1C1=C(C=CC=C1)F)CNC)F 1-(1-((3-(1-(difluoromethyl)-1H-pyrazol-4-yl)phenyl)sulfonyl)-5-(2-fluorophenyl)-1H-pyrrol-3-yl)-N-methyl-methylamine hydrochloride